1-[2-cyano-3-fluoro-4-(trifluoromethyl)phenyl]3,6-difluoro-4-oxo-2,3-dihydroquinoline-8-carbonitrile C(#N)C1=C(C=CC(=C1F)C(F)(F)F)N1CC(C(C2=CC(=CC(=C12)C#N)F)=O)F